1-(2-(7H-pyrrolo[2,3-d]pyrimidine-4-carbonyl)-2-azaspiro[3.3]heptan-6-yl)-3-(3-chloro-5-(trifluoromethyl)phenyl)-1-methylurea N1=CN=C(C2=C1NC=C2)C(=O)N2CC1(C2)CC(C1)N(C(=O)NC1=CC(=CC(=C1)C(F)(F)F)Cl)C